FC=1C=C(C=CC1)C=1C=NC=2CCN(CC2C1)C=1C(=CC=2N(N1)C(C=C(N2)C)=O)C 7-(3-(3-fluorophenyl)-7,8-dihydro-1,6-naphthyridin-6(5H)-yl)-2,8-dimethyl-4H-pyrimido[1,2-b]pyridazin-4-one